N[C@@H](C(=O)NC1CC1)CCCOC1=C(C(=C(C=C1)Cl)Cl)CC1=CN=C2C(=NC=NN21)SC (R)-2-amino-N-cyclopropyl-5-(3,4-dichloro-2-((4-(methylthio)imidazo[2,1-f][1,2,4]triazin-7-yl)methyl)phenoxy)pentanamide